di(hydroxymethyl)propionic acid OCC(C(=O)O)(C)CO